4-((S)-2-((tert-butoxycarbonyl)amino)-3-methoxy-3-oxopropyl)phenyl-4-(((3R,4R)-1-(2-cyanoacetyl)-4-methylpiperidin-3-yl) (methyl)amino)-7H-pyrrolo[2,3-d]pyrimidine-7-carboxylate C(C)(C)(C)OC(=O)N[C@@H](CC1=CC=C(C=C1)OC(=O)N1C=CC2=C1N=CN=C2N(C)[C@H]2CN(CC[C@H]2C)C(CC#N)=O)C(=O)OC